NC1=CC(=NO1)C1CCN(CC1)C(=O)C1=CC=C(C=C1)N1CCOCC1 (4-(5-aminoisoxazol-3-yl)piperidin-1-yl)(4-morpholinophenyl)methanone